C(C\C=C/CC)C(C(=O)O)C.C(CC)(=O)OCC\C=C/CC cis-3-hexenyl propionate ((Z)-hex-3-en-1-yl propionate)